ClC=1C=C2CCNCC2=C(C1)[C@H]1NCCC1 (S)-2-(6-chloro-1,2,3,4-tetrahydroisoquinolin-8-yl)pyrrolidine